3-ethoxybromopropane C(C)OCCCBr